C(C1=CC=CC=C1)OC1=CC(=C(C(=C1C(C)O)Br)Cl)F (6-(benzyloxy)-2-bromo-3-chloro-4-fluorophenyl)ethanol